2-(o-tolyl)isonicotinaldehyde C1(=C(C=CC=C1)C=1C=C(C=O)C=CN1)C